C(C1=CC=CC=C1)(=O)O[C@H]1[C@@H](O[C@@H]([C@@H]([C@@H]1OC(C1=CC=CC=C1)=O)OC(C1=CC=CC=C1)=O)COC(C1=CC=CC=C1)=O)C=1OC(=NN1)C1=NC2=CC=CC=C2C=C1 2-(2',3',4',6'-Tetra-O-benzoyl-β-D-galactopyranosyl)-5-(quinolin-2-yl)-1,3,4-oxadiazole